C[Si](CCCOCC(CO)O)([Si](C)(C)C)[Si](C)(C)C 3-(3-(methyl-bis(trimethylsilyl)silyl)propyl)glycerol